OCCS=C1NC(C=2NC(NC2N1)=O)=O 2-hydroxyethyl-thiouric acid